2-(3-bromo-5-chlorophenyl)-4-(dibenzo[b,d]furan-3-yl)-6-phenyl-1,3,5-triazine BrC=1C=C(C=C(C1)Cl)C1=NC(=NC(=N1)C=1C=CC2=C(OC3=C2C=CC=C3)C1)C1=CC=CC=C1